N(=[N+]=[N-])CCOCCOCCOCCNC(=O)C1=CC=C(C=C1)/N=N/C1=CC=C(C=C1)N(CCN1CCN(CC1)C(=O)OC(C)(C)C)CC tert-butyl (E)-4-(2-((4-((4-((2-(2-(2-(2-azidoethoxy)ethoxy)ethoxy)ethyl)carbamoyl)phenyl)diazenyl)phenyl)(ethyl)amino)ethyl)piperazine-1-carboxylate